1-(3-Acetylphenyl)-3-(3-(1-methoxypropane-2-yl)-2,4-dioxo-1-(2-(piperidin-1-yl)ethyl)-1,2,3,4-tetrahydroquinazolin-6-yl)urea C(C)(=O)C=1C=C(C=CC1)NC(=O)NC=1C=C2C(N(C(N(C2=CC1)CCN1CCCCC1)=O)C(COC)C)=O